ClC=1N=C2C(=NC1N(CC1=CC=C(C=C1)OC)CC1=CC=C(C=C1)OC)OC(=C2)C 2-chloro-N,N-bis[(4-methoxyphenyl)methyl]-6-methyl-furo[2,3-b]pyrazin-3-amine